5-(2-chloroethylthio)-1,3,4-thiadiazole-2-amine ClCCSC1=NN=C(S1)N